5-(1H-imidazol-1-yl)-N-((1r,4r)-4-methoxycyclohexyl)-1H-pyrazolo[4,3-d]pyrimidine-7-carboxamide N1(C=NC=C1)C=1N=C(C2=C(N1)C=NN2)C(=O)NC2CCC(CC2)OC